CC1=C(N=CN1)CC(C)C=1C=C(N)C=CC1 3-[1-(5-methyl-1H-imidazol-4-yl)propan-2-yl]aniline